amino-5-(2-hydroxypropan-2-yl)-[2,3'-bipyridine] NC=1C(=NC=C(C1)C(C)(C)O)C=1C=NC=CC1